FC1=C(C=CC=C1F)CNC(=O)C1CN(C(C1)=O)CC N-[(2,3-difluorophenyl)methyl]-1-ethyl-5-oxopyrrolidine-3-carboxamid